2-((13-(2,4,6-trifluorophenyl)tridecyl)thio)ethyl hydrogen ((((R)-1-(6-amino-9H-purin-9-yl)propan-2-yl)oxy)methyl)phosphonate NC1=C2N=CN(C2=NC=N1)C[C@@H](C)OCP(OCCSCCCCCCCCCCCCCC1=C(C=C(C=C1F)F)F)(O)=O